3-(4-(5-amino-6-(5-(2-fluoro-4-(((S)-tetrahydrofuran-3-ylamino)methyl)phenyl)-1,3,4-oxadiazol-2-yl)pyrazin-2-yl)phenylsulfonyl)butan-1-ol NC=1N=CC(=NC1C=1OC(=NN1)C1=C(C=C(C=C1)CN[C@@H]1COCC1)F)C1=CC=C(C=C1)S(=O)(=O)C(CCO)C